BrC1=NC(=CC=C1NC(=O)C1=C(C=C(C(=C1)F)C(F)(F)F)NC1=C(COCCNC(OC(C)(C)C)=O)C=C(C=C1)F)OC tert-butyl (2-((2-((2-((2-bromo-6-methoxypyridin-3-yl)carbamoyl)-4-fluoro-5-(trifluoromethyl)phenyl)amino)-5-fluorobenzyl)oxy)ethyl)carbamate